α-amino-ε-guanidinocaproic acid NC(C(=O)O)CCCCNC(=N)N